3-acetyl-2,2-dimethylthiazolidine-4-carboxylic acid C(C)(=O)N1C(SCC1C(=O)O)(C)C